C(CCC)S(=O)(=O)[O-].C1(=CC=CC=C1)[S+](C1=CC=CC=C1)C1=CC=CC=C1 triphenyl-sulfonium butanesulfonate